5-({2-[2-(2-{[2-(2,6-dioxopiperidin-3-yl)-1,3-dioxo-2,3-dihydro-1H-isoindol-4-yl]oxy}acetamido)ethoxy]pyridin-4-yl}amino)-3-(4-ethanesulfonamidophenyl)-1H-pyrazole-4-carboxamide O=C1NC(CCC1N1C(C2=CC=CC(=C2C1=O)OCC(=O)NCCOC1=NC=CC(=C1)NC1=C(C(=NN1)C1=CC=C(C=C1)NS(=O)(=O)CC)C(=O)N)=O)=O